ClC1=C2C(=NC=C1OC=1C=NN3C1C=NC(=C3)NC)N=C(N2C)NC2=NN3C(COC(C3)(C)C)=C2F N-(7-chloro-1-methyl-6-((6-(methylamino)pyrazolo[1,5-a]pyrazin-3-yl)oxy)-1H-imidazo[4,5-b]pyridin-2-yl)-3-fluoro-6,6-dimethyl-6,7-dihydro-4H-pyrazolo[5,1-c][1,4]oxazin-2-amine